BrC1=CC=C(C=C1)C1CC(C1)=O 3-(4-bromophenyl)cyclobutanone